ClC1=CC=C2C(OC(C2=C1)=O)CCOC 6-chloro-3-(2-methoxyethyl)isobenzofuran-1(3H)-one